[1,2,5]-thiadiazole S1N=CC=N1